COC=1C(=CC2=CN(N=C2C1)C1CCN(CC1)CC1CCNCC1)NC(C1=NC(=CC=C1)C(F)(F)F)=O N-(6-Methoxy-2-(1-(piperidin-4-ylmethyl)piperidin-4-yl)-2H-indazol-5-yl)-6-(trisFluoromethyl)picolinamide